2-{[2-fluoro-4-(methylsulfonyl)phenyl]amino}-9-(2-methyl-2-propanyl)-7,9-dihydro-8H-purin-8-on FC1=C(C=CC(=C1)S(=O)(=O)C)NC1=NC=C2NC(N(C2=N1)C(C)(C)C)=O